CC1COCC(N1CC1CCN(CC1)C1=C(C=CC=C1F)NS(=O)(=O)C1=CC=C(C=C1)S(=O)(=O)C)C rel-N-(2-(4-((3,5-dimethylmorpholino)methyl)piperidin-1-yl)-3-fluorophenyl)-4-(methylsulfonyl)benzenesulfonamide